ClC1=CC(=C(COC2=CC=CC(=N2)C2CCN(CC2)CC2=NC3=C(N2C[C@@H]2COCC2)C=C(C=C3)C(=O)O)C=C1)F 2-[(4-{6-[(4-chloro-2-fluorobenzyl)oxy]pyridin-2-yl}piperidin-1-yl)methyl]-1-[(3R)-tetrahydrofuran-3-ylmethyl]-1H-benzimidazole-6-carboxylic acid